METHYL-2-ISOCYANO-5-BROMO-BENZOATE COC(C1=C(C=CC(=C1)Br)[N+]#[C-])=O